ClC=1C(=C2C=CNC2=C(C1)C)CN1[C@@H](CC2(CC(C2)C#N)CC1)C1=CC=C(C(=O)NCC2COC2)C=C1 4-((2R,4s,6S)-7-((5-chloro-7-methyl-1H-indol-4-yl)methyl)-2-cyano-7-azaspiro[3.5]nonan-6-yl)-N-(oxetan-3-ylmethyl)benzamide